(2S,5S)-1-tert-butoxycarbonyl-5-methyl-pyrrolidine-2-carboxylic acid C(C)(C)(C)OC(=O)N1[C@@H](CC[C@@H]1C)C(=O)O